N(=C=O)CCCCCCN1C(N(C(N(C1=O)CCCCCCN=C=O)=O)CCCCCCN=C=O)=O 1,3,5-tris(6-isocyanatohexyl)-1,3,5-triazinane-2,4,6-trione